C(C)N1OC(C2C1C(CC(C2)(C)C=2C=C(C#N)C=CC2C)C)(C)C 3-(1-Ethyl-3,3,5,7-tetramethyloctahydrobenzo[c]isoxazol-5-yl)-4-methylbenzonitril